4-((2S,6S)-4-acryloyl-6-methylmorpholin-2-yl)-6-chloro-N-methyl-[2,4'-bipyridine] C(C=C)(=O)N1C[C@@H](O[C@H](C1)C)C=1C=C(N(C(C1)Cl)C)C1=CC=NC=C1